5-(1-methyl-1H-benzo[d][1,2,3]triazol-6-yl)-N-(oxetan-3-ylmethyl)pyrrolo[2,1-f][1,2,4]triazin-2-amine CN1N=NC2=C1C=C(C=C2)C=2C=CN1N=C(N=CC12)NCC1COC1